N-Methyldioctadecylamine CN(CCCCCCCCCCCCCCCCCC)CCCCCCCCCCCCCCCCCC